7-bromo-3,5-dimethyl-1-tosyl-1H-indole BrC=1C=C(C=C2C(=CN(C12)S(=O)(=O)C1=CC=C(C)C=C1)C)C